NC=1C=2N(C3=CC(=C(C=C3N1)F)C(=O)N(C=1C(=NN(C1)C)OC)CC1=C(C=C(C=C1)C(F)(F)F)F)C=NC2 4-amino-7-fluoro-N-[[2-fluoro-4-(trifluoromethyl)phenyl]methyl]-N-(3-methoxy-1-methyl-pyrazol-4-yl)imidazo[1,5-a]quinoxaline-8-carboxamide